C(CCCC)C1CCCC(O1)=O 6-pentyloxan-2-one